1-((3-(1,4-dioxaspiro[4.5]decan-8-yl)phenyl)sulfonyl)-5-(2-fluorophenyl)-1H-pyrrole-3-carbaldehyde O1CCOC12CCC(CC2)C=2C=C(C=CC2)S(=O)(=O)N2C=C(C=C2C2=C(C=CC=C2)F)C=O